[Co].C(C)(C)(C)[Si](O[C@H]1CN(C[C@@H](C1)C1=NOC[C@H](O1)CN1CCCCC1)C)(C)C |o1:7,11,&1:17| Tert-butyl-dimethyl-[[rac-rel-(3R,5R)-1-methyl-5-[5-(1-piperidinylmethyl)-5,6-dihydro-1,4,2-dioxazin-3-yl]-3-piperidinyl]oxy]silane Cobalt